C(C)OC(=O)[C@@H]1C[C@H](CCC1)OC=1C=NC(=CC1)C=1N=NN(C1CN)C (1S,3S)-3-((6-(5-(aminomethyl)-1-methyl-1H-1,2,3-triazol-4-yl)pyridin-3-yl)oxy)cyclohexanecarboxylic acid ethyl ester